2-fluoro-1-(3-(7-(4-methylpiperazin-1-yl)-3-(4-(trifluoromethyl)phenyl)-1H-pyrazolo[4,3-b]pyridin-1-yl)azetidin-1-yl)prop-2-en-1-one FC(C(=O)N1CC(C1)N1N=C(C2=NC=CC(=C21)N2CCN(CC2)C)C2=CC=C(C=C2)C(F)(F)F)=C